5-methyl-3-(2-(3-(4-fluorophenyl)-4-oxothiazolidin-2-ylidene)hydrazono)-1H-indol-2-one CC=1C=C2C(C(NC2=CC1)=O)=NN=C1SCC(N1C1=CC=C(C=C1)F)=O